C(C)(C)OC1=C(C#N)C=CC=C1 2-isopropoxybenzonitrile